N-Palmitoyl-D-Threonine C(CCCCCCCCCCCCCCC)(=O)N[C@H]([C@@H](O)C)C(=O)O